NC1=CC2=C(N(C(=N2)N2C[C@@H](CCC2)NC2=NN3C(C=CC(=C3C(C)C)C=3C=NN(C3)C(C)OCC)=N2)C)C=C1 N-((R)-1-(5-Amino-1-methyl-1H-benzo[d]imidazol-2-yl)piperidin-3-yl)-6-(1-(1-ethoxyethyl)-1H-pyrazol-4-yl)-5-isopropyl-[1,2,4]triazolo[1,5-a]pyridin-2-amine